Cis-3-fluoro-4-methoxypiperidine hydrochloride Cl.F[C@@H]1CNCC[C@@H]1OC